ClC1=CC=C(C=C1)C(N1C[C@@H](N(C[C@H]1CC)C=1C=2N=C(N(C2N2C(N1)=NN=C2)C[C@H]2OCCC2)C)C)C2CC(C2)(F)F 4-((2S,5R)-4-((4-Chlorophenyl)(3,3-difluorocyclobutyl)methyl)-5-ethyl-2-methylpiperazin-1-yl)-2-methyl-1-(((S)-tetrahydrofuran-2-yl)methyl)-1H-[1,2,4]triazolo[3,4-b]purine